N-(3-(3-(9H-purin-6-yl)pyridin-2-ylamino)-4-methylphenyl)-2-(4,4-difluorocyclohexyl)acetamide N1=CN=C2NC=NC2=C1C=1C(=NC=CC1)NC=1C=C(C=CC1C)NC(CC1CCC(CC1)(F)F)=O